CC1=CN=C2N1C=CC(=C2)B(O)O (3-methylimidazo[1,2-a]pyridin-7-yl)boronic acid